racemic-allylmethyl ether C(C=C)OC